(R)-N-((5-cyclohexylpyrazin-2-yl)methyl)-N-(pyridin-4-yl)azetidine-2-carboxamide TFA salt OC(=O)C(F)(F)F.C1(CCCCC1)C=1N=CC(=NC1)CN(C(=O)[C@@H]1NCC1)C1=CC=NC=C1